3-methyl-1,2,4-thiadiazole-5-carboxylic acid hydrazide CC1=NSC(=N1)C(=O)NN